(Z)-methyl-8-(2-(dimethylamino)-3-((6-oxo-6-(undec-2-en-1-yloxy)hexyl)oxy)propoxy)octanoate COC(CCCCCCCOCC(COCCCCCC(OC\C=C/CCCCCCCC)=O)N(C)C)=O